C(C)(C)(C)OC(=O)NC1=CC=C(C=C1)C=1SC(=C(N1)C(=O)OC)C Methyl 2-(4-((tert-butoxy carbonyl)amino)phenyl)-5-methylthiazole-4-carboxylate